CN1C(N(C(=C1C(=O)N)C)C1=CC=C(C=C1)C)=O 3,5-dimethyl-2-oxo-1-(p-tolyl)-2,3-dihydro-1H-imidazole-4-carboxamide